COC1=CC=C(C=N1)C(=O)N1CC2=CC(=CC=C2C(C1)C)B1OC(C(O1)(C)C)(C)C 2-(6-methoxypyridine-3-carbonyl)-4-methyl-7-(4,4,5,5-tetramethyl-1,3,2-dioxaborolan-2-yl)-1,2,3,4-tetrahydroisoquinoline